3,5-dinitroiodobenzene C1=C(C=C(C=C1[N+](=O)[O-])I)[N+](=O)[O-]